2-bromo-3,4-dimethylaniline BrC1=C(N)C=CC(=C1C)C